C(C1=CC=CC=C1)OC1=CC=C(C=C2C=C(C(C(=C2)C(C)(C)C)=O)C(C)(C)C)C=C1 4-(4-(benzyloxy)benzylidene)-2,6-di-tert-butylcyclohexa-2,5-dien-1-one